N-((5-(2-((7-fluoro-2-methylquinazolin-4-yl)thio)acetyl)thiophen-2-yl)methyl)-2-hydroxyacetamide FC1=CC=C2C(=NC(=NC2=C1)C)SCC(=O)C1=CC=C(S1)CNC(CO)=O